5-(dimethylcarbamoyl)-2-ethoxybenzoic acid methyl ester COC(C1=C(C=CC(=C1)C(N(C)C)=O)OCC)=O